2-(2-Hydroxy-5-Methoxy-Phenyl)-1H-benzimidazole-5-carboxamide OC1=C(C=C(C=C1)OC)C1=NC2=C(N1)C=CC(=C2)C(=O)N